C(#N)C1=C(OCC=2C=C(OC3CCN(CC3)CC3=NC4=C(N3C[C@H]3OCC3)C=C(C=C4)C(=O)OC)C=CC2)C=CC(=C1)F Methyl (S)-2-((4-(3-((2-cyano-4-fluorophenoxy)methyl)phenoxy)piperidin-1-yl)methyl)-1-(oxetan-2-ylmethyl)-1H-benzo[d]imidazole-6-carboxylate